N1N=C(C=C1)N(C1CCC(CC1)=O)C1=NNC=C1 4-(dipyrazolylamino)cyclohexanone